butadiene dioxide C1C(C2CO2)O1